ClC1=CC=C(C=C1)C(CS[N-]C1=CC=C(C=C1)N1CCN(CC1)C1=NC=C(C=N1)F)=O 2-(4-chlorophenyl)-N-(4-(4-(5-fluoropyrimidin-2-yl)piperazine-1-yl)phenyl)-2-oxo-ethyl-thioamide